6-(3-Methoxypropoxy)-4-methylpyridazine-3-carboxylic acid methyl ester COC(=O)C=1N=NC(=CC1C)OCCCOC